[3-(4H-1,2,4-Triazol-3-yl)pyrrolidin-1-yl]-[3-[[6-(trifluoromethyl)-3-pyridyl]methoxy]azetidin-1-yl]methanone N=1N=C(NC1)C1CN(CC1)C(=O)N1CC(C1)OCC=1C=NC(=CC1)C(F)(F)F